O1C2(OCC1)CC1(CCC2)CC2=CC=CC=C2C1 1,3-dihydrodispiro[indene-2,1'-cyclohexane-3',2''-[1,3]dioxolane]